C(CCCCCCC\C=C/CCCCCCCC)OC(C(=O)N(CCOCCOCCOCCOCCNC(=O)C=1N=CNC1)CCCCCCCC)COCCCCCCCC\C=C/CCCCCCCC N-[2-[2-[2-[2-[2-[2,3-bis[(Z)-octadec-9-enoxy]propanoyl-octyl-amino]ethoxy]ethoxy]ethoxy]ethoxy]ethyl]-1H-imidazole-4-carboxamide